CN1C=C(C=C(C1=O)C)C1=CC(=C(C=C1)NC(=O)C1CC(C1)(F)F)N[C@@H](COCC)C (R)-N-(4-(1,5-dimethyl-6-oxo-1,6-dihydropyridin-3-yl)-2-((1-ethoxypropan-2-yl)amino)phenyl)-3,3-difluorocyclobutane-1-carboxamide